phenyl-carbaN C1(=CC=CC=C1)C